R-1,6-phenanthroline N1=CC=CC2=CN=C3C=CC=CC3=C12